FC1(CC2(C1)CCN(CC2)S(=O)(=O)N[C@@H]([C@H](C)C2=C(C(=CC=C2F)C)C)C=2OC(NN2)=O)F 2,2-difluoro-N-((1S,2R)-2-(6-fluoro-2,3-dimethylphenyl)-1-(5-oxo-4,5-dihydro-1,3,4-oxadiazol-2-yl)propyl)-7-aza-spiro[3.5]nonane-7-sulfonamide